(R)-N-(1-((2,2-difluorocyclopropyl)methyl)-1H-pyrazolo[3,4-b]pyridin-6-yl)-4-iodo-2-(6-azaspiro[2.5]octan-6-yl)benzamide FC1([C@H](C1)CN1N=CC=2C1=NC(=CC2)NC(C2=C(C=C(C=C2)I)N2CCC1(CC1)CC2)=O)F